CCC(C)(C)[O-].[Na+] Natrium tert-pentoxide